NC1=NC=2C=CC=CC2C2=C1N=C(N2CC(C)(C)NC(=O)NCCC)COCC 1-[2-(4-amino-2-ethoxymethyl-1H-imidazo[4,5-c]quinolin-1-yl)-1,1-dimethylethyl]-3-propylurea